(mercaptomethyl)triethoxysilane SC[Si](OCC)(OCC)OCC